BrC1=NC(=C(C=C1S(=O)(=O)Cl)OC)Br 2,6-dibromo-5-methoxypyridine-3-sulfonyl chloride